C(C1=CC=CC=C1)[C@H]1C(N(CC2N(C1)C(CCN2C(=O)NCC2CCCCC2)=O)CC2=CC=CC1=CC=CC=C21)=O (7R)-7-benzyl-N-(cyclohexylmethyl)-9-(naphthalen-1-ylmethyl)-4,8-dioxooctahydropyrimido[1,2-a][1,4]diazepine-1(2H)-carboxamide